N1N=CC(=C1)CC(=O)O 2-(1H-pyrazol-4-yl)acetic acid